Cl.NC1=NC(=NC=2N1N=C(N2)C=2OC=CC2)N2C[C@@H](CCC2)CN2CCN(CC2)C2=CN=CC(=N2)C(=O)O (S)-6-(4-((1-(7-amino-2-(furan-2-yl)-[1,2,4]triazolo[1,5-a][1,3,5]triazin-5-yl)piperidin-3-yl)methyl)piperazin-1-yl)pyrazine-2-carboxylic acid hydrochloride